COC=1C=2N(C=CC1)N=C(C2)C(=O)O 4-methoxypyrazolo[1,5-a]Pyridine-2-carboxylic acid